2,3-Difluoro-5-(5-(3-methoxy-azetidin-1-yl)-1H-indazol-1-yl)phenol FC1=C(C=C(C=C1F)N1N=CC2=CC(=CC=C12)N1CC(C1)OC)O